NC1=CC(=C(C(=O)N)C=C1)F 4-amino-2-fluorobenzamide